(E)-1-(2-bromo-4-methoxyphenyl)-3-(dimethylamino)prop-2-en-1-one BrC1=C(C=CC(=C1)OC)C(\C=C\N(C)C)=O